(E)-3-(4-(((1-(6-Cyano-5'-(2-fluoro-5-hydroxy-4-methoxyphenyl)-3'-methyl-[3,4'-bipyridin]-2'-yl)piperidin-4-yl)amino)methyl)phenyl)-N-hydroxyacrylamide formate C(=O)O.C(#N)C1=CC=C(C=N1)C1=C(C(=NC=C1C1=C(C=C(C(=C1)O)OC)F)N1CCC(CC1)NCC1=CC=C(C=C1)/C=C/C(=O)NO)C